N,N-dimethyl-γ-aminopropyl-methyldimethoxysilane CN(CCC[Si](OC)(OC)C)C